1-(3,4-dihydroquinolin-1(2H)-yl)-2-methyl-2-propen-1-one N1(CCCC2=CC=CC=C12)C(C(=C)C)=O